(R)-2-chloro-N-(5-chloro-6-(2H-1,2,3-triazol-2-yl)pyridin-3-yl)-8,8-dimethyl-7,8-dihydro-6H-cyclopenta[e]pyrazolo[1,5-a]pyrimidine-6-carboxamide ClC1=NN2C(N=CC3=C2C(C[C@H]3C(=O)NC=3C=NC(=C(C3)Cl)N3N=CC=N3)(C)C)=C1